(2,4-dichlorophenyl)-1,2-dihydro-5-methyl-3H-1,2,4-triazole ClC1=C(C=CC(=C1)Cl)N1NCN=C1C